C(C)(C)(C)OC(=O)N1CCCC=C1C1=CC(=C(C(=C1)C)Br)F 6-(4-bromo-3-fluoro-5-methylphenyl)-3,4-dihydropyridine-1(2H)-carboxylic acid tert-butyl ester